FCCOC1=CC=C(C(=O)NC2=CC=C(C=C2)N2CCN(CC2)C2=NC=CC=C2)C=C1 4-(2-Fluoroethoxy)-N-[4-[4-(2-pyridyl)piperazin-1-yl]phenyl]benzamid